2-({4-[2-(4-chloro-2-fluorophenyl)-7-fluoro-2x-methyl-1,3-benzodioxol-4-yl]piperidin-1-yl}methyl)-1-[(2S)-oxetan-2-ylmethyl]-1H-benzimidazole-6-carboxylic acid ClC1=CC(=C(C=C1)C1(OC2=C(O1)C(=CC=C2C2CCN(CC2)CC2=NC1=C(N2C[C@H]2OCC2)C=C(C=C1)C(=O)O)F)C)F